N-(4-(4-(2,3-dimethylbut-2-enamido)-1H-indol-1-yl)pyridin-2-yl)cyclopropanecarboxamide CC(C(=O)NC1=C2C=CN(C2=CC=C1)C1=CC(=NC=C1)NC(=O)C1CC1)=C(C)C